3-(3-((4-(2-(naphthalen-1-yl)ethyl)piperazin-1-yl)methyl)phenyl)benzamide ethyl-5-chloropyrazolo[1,5-a]pyrimidine-2-carboxylate C(C)OC(=O)C1=NN2C(N=C(C=C2)Cl)=C1.C1(=CC=CC2=CC=CC=C12)CCN1CCN(CC1)CC=1C=C(C=CC1)C=1C=C(C(=O)N)C=CC1